3-(4-carbamoylphenyl)-7-methyl-1H-indole-2-carboxylic acid C(N)(=O)C1=CC=C(C=C1)C1=C(NC2=C(C=CC=C12)C)C(=O)O